ClC1=C(C=C(C=C1)N(C(=O)C1=CC=2N(C=C1)N=CC2C=2C=CC(=NC2)NC(OC)=O)CC#N)OC methyl N-[5-[5-[(4-chloro-3-methoxy-phenyl)-(cyanomethyl)carbamoyl]pyrazolo[1,5-a]pyridin-3-yl]-2-pyridyl]carbamate